1-(3-(3,6-difluoro-9H-carbazol-9-yl)-2-hydroxypropyl)-4,5-dimethylpyrrolidin-2-one FC=1C=CC=2N(C3=CC=C(C=C3C2C1)F)CC(CN1C(CC(C1C)C)=O)O